(+)-2-(4-chloro-3-fluorophenyl)-2-[(4-{[(1,3-oxazol-2-yl)amino]methyl}-1H-1,3-benzodiazol-2-yl)amino]propan-1-ol ClC1=C(C=C(C=C1)C(CO)(C)NC1=NC2=C(N1)C=CC=C2CNC=2OC=CN2)F